1,5-diazacyclooctan-2-one N1C(CCNCCC1)=O